1-(2-(dimethylamino)ethyl)-3-(isoquinolin-5-yl)-1-((pyridine-4-yl)methyl)urea CN(CCN(C(=O)NC1=C2C=CN=CC2=CC=C1)CC1=CC=NC=C1)C